CCC(CC)[Mg]Br 3-pentylmagnesium bromide